ClC1=CC=C(C=C1)C1CN(CC1)C(=O)C=1N(N=C(C1)C1=C(C=NC=C1)F)COCC[Si](C)(C)C [3-(4-chlorophenyl)pyrrolidino]-[5-(3-fluoro-4-pyridyl)-2-(2-trimethylsilylethoxymethyl)pyrazol-3-yl]methanone